C(O)C1C2C3C4C=CC(C3C(C1CO)C2)C4 4,5-dimethyloltetracyclo[6.2.1.13,6.02,7]Dodec-9-ene